C(C1=CC=CC=C1)N1[C@H]2[C@@H]([C@@H]3C=N[C@]2([C@H](CC1)C3)C(=O)NCC3=CC=CC=C3)CC3=CC=CC=C3 |o1:8,9,10,13,14| (1R*,2R*,3S*,7S*,8S*)-4-benzyl-8-benzylaminocarbonyl-2-benzyl-4,9-diazatricyclo[5.3.1.03,8]undeca-9-ene